2,11-Dimethyl-13,13a-dihydrobenzo[2,3]pyrrolo[2',3':5,6][1,4]diazepino[1,7-a]indol-12(11H)-one CC=1C=C2C=C3N(C2=CC1)C1=C(N=C2C3CC(N2C)=O)C=CC=C1